2-(4-(benzo[d]thiazol-2-ylmethyl)piperazin-1-yl)-4-hydroxybenzonitrile S1C(=NC2=C1C=CC=C2)CN2CCN(CC2)C2=C(C#N)C=CC(=C2)O